C(C)(C)(C)OC(=O)N1[C@@H](CCC1)CCN (S)-1-tert-butoxycarbonyl-2-(aminoethyl)pyrrolidine